6-(4-ethylphenyl)-5,7-dimethyl-2-(pyridin-2-yl)-2,6-dihydro-1H-pyrrolo[3,4-d]pyridazin-1-one C(C)C1=CC=C(C=C1)N1C(=C2C(N(N=CC2=C1C)C1=NC=CC=C1)=O)C